(3s,5r)-N-[4-(3-cyanophenyl)-5-(2,6-dimethyl-4-pyridinyl)thiazol-2-yl]-3,5-dimethyl-piperazine-1-carboxamide C(#N)C=1C=C(C=CC1)C=1N=C(SC1C1=CC(=NC(=C1)C)C)NC(=O)N1C[C@@H](N[C@@H](C1)C)C